(S)-2-(2-chloro-4-(6-((4-chloro-2-fluorobenzyl)oxy)-5-fluoropyridin-2-yl)-5-methylbenzyl)-1-(4,4-dimethyltetrahydrofuran-3-yl)-4-fluoro-1H-benzo[d]imidazole-6-carboxylic acid ClC1=C(CC2=NC3=C(N2[C@@H]2COCC2(C)C)C=C(C=C3F)C(=O)O)C=C(C(=C1)C1=NC(=C(C=C1)F)OCC1=C(C=C(C=C1)Cl)F)C